O(C1=CC=CC=C1)CCNC(=S)N N-phenoxyethyl-thiourea